(S)-4-(4-(4-Acryloyl-2-methylpiperazin-1-yl)-6-chloro-7-(2-fluorophenyl)-2-oxopyrido[2,3-d]pyrimidin-1(2H)-yl)-3-isopropyl-5-methylbenzaldehyde C(C=C)(=O)N1C[C@@H](N(CC1)C=1C2=C(N(C(N1)=O)C1=C(C=C(C=O)C=C1C)C(C)C)N=C(C(=C2)Cl)C2=C(C=CC=C2)F)C